C(C1=CC=CC=C1)NC1=NC=NC(=C1\N=C\C1=C(C(=C(OCCN2CCN(CC2)C(=O)OC(C)(C)C)C=C1)Cl)Cl)OC1(CC1)C tert-butyl (E)-4-(2-(4-(((4-(benzylamino)-6-(1-methyl cyclopropoxy)pyrimidin-5-yl)imino)methyl)-2,3-dichlorophenoxy)ethyl)piperazine-1-carboxylate